C(C)(C)(C)[C@@H]1CC=2C=C3C(=NC2CC1)SC(=N3)C(=O)N[C@H](CCN3CCC(CC3)O)C3=CC=C(C=C3)C=3C=NC(=C(C3)F)O (7S)-7-tert-butyl-N-[(1R)-1-[4-(5-fluoro-6-hydroxy-3-pyridyl)phenyl]-3-(4-hydroxy-1-piperidyl)propyl]-5,6,7,8-tetrahydrothiazolo[5,4-b]quinoline-2-carboxamide